C12(CC3CC(CC(C1)C3)C2)NC2=C(C(=O)OC(C)(C)C)C=C(C=N2)N tert-butyl 2-(((3s,5s,7s)-adamantan-1-yl) amino)-5-aminonicotinate